FC1=CC(=C(C=C1)C1=NC=CC=C1CC1=NN(C=C1)C)[C@@H](C)O (R)-3-((2-(4-fluoro-2-(1-hydroxyethyl)phenyl)pyridin-3-yl)methyl)-1-methyl-1H-pyrazole